N1N=C(C2=C1C[C@@H]1[C@H]2C1)C(=O)OCC (3bR,4aR)-ethyl 3b,4,4a,5-tetrahydro-1H-cyclopropa[3,4]cyclopenta[1,2-c]pyrazole-3-carboxylate